3-(4-methoxyphenyl)propane-1,3-dione (R)-n-propylglutarate C(CC)OC(CCCC(=O)O)=O.COC1=CC=C(C=C1)C(CC=O)=O